CS(=O)(=O)C(C)C1=C(C=CC=C1)[N+](=O)[O-] (1-methylsulfonylethyl)-2-nitro-benzene